P(=O)(OCCCCOC(C(=C)C)=O)(O)O 4-methacryloyloxybutyl dihydrogen phosphate